dimethylaminoethyl-methacrylate silicon [Si].CN(C)CCOC(C(=C)C)=O